2-[(2-methoxyphenyl)methyl]-6-(1,3-oxazol-2-yl)-2H-pyrazolo[3,4-d]pyrimidin-4-amine COC1=C(C=CC=C1)CN1N=C2N=C(N=C(C2=C1)N)C=1OC=CN1